1-phenyl-propane C1(=CC=CC=C1)CCC